Cl.NC1=NC=2C=CC(=CC2C2=C1N(C(C21CCC1)=O)C)C=1C=C(C(=NC1)N1CC(C1)N(C)C)NS(=O)(=O)C N-(5-(4'-Amino-3'-methyl-2'-oxo-2',3'-dihydrospiro[cyclobutane-1,1'-pyrrolo[2,3-c]quinolin]-8'-yl)-2-(3-(dimethylamino)azetidin-1-yl)pyridin-3-yl)methanesulfonamide hydrochloride